1-tert-Butyl-3-{3-chloro-1H-pyrrolo[2,3-b]pyridin-2-yl}-1H-pyrazolo[3,4-d]pyrimidin-4-amine C(C)(C)(C)N1N=C(C=2C1=NC=NC2N)C2=C(C=1C(=NC=CC1)N2)Cl